N1=C(C=CC2=CC=CC=C12)C(=O)O quinoline-2-carboxylic Acid